tert-butyl (3R,4S)-4-(3-{1H,2H,3H-benzo[b]pyrrolizin-9-yl}-1,2,4-oxadiazol-5-yl)-3-fluoropiperidine-1-carboxylate C1CCN2C3=C(C(=C12)C1=NOC(=N1)[C@H]1[C@H](CN(CC1)C(=O)OC(C)(C)C)F)C=CC=C3